3-fluoro-6-[(1,3-thiazol-4-yl)methoxy]-1H-indazole FC1=NNC2=CC(=CC=C12)OCC=1N=CSC1